4-chloro-3,5-di-tert-butyltoluene ClC1=C(C=C(C)C=C1C(C)(C)C)C(C)(C)C